1,5-pentanediol sulfite S(=O)(O)OCCCCCO